C(C)(=O)OCC(=O)C1=CN=C(S1)Cl [2-(2-chlorothiazol-5-yl)-2-oxoethyl] acetate